3,6-dichloro-5-methyl-pyridazin ClC=1N=NC(=C(C1)C)Cl